FC1=C(C(=CC(=C1)OC)F)C1=C(C(N(N1C)C1=NC(=CC=C1)OC)=O)NC(C1=CC=C(C=C1)OC(F)F)=O N-[5-(2,6-difluoro-4-methoxyphenyl)-2-(6-methoxypyridin-2-yl)-1-methyl-3-oxo-2,3-dihydro-1H-pyrazol-4-yl]-4-(difluoromethoxy)benzamide